CN1N=C2C(N=CN=C2N)=C1 2-methylpyrazolo[4,3-d]pyrimidin-7-amine